tert-butyl 7-{2-[(3,4-dihydro-1H-2-benzopyran-6-yl)amino]-5H,6H,7H,8H-pyrido[3,4-d]pyrimidin-7-yl}-8-methyl-1H,2H,3H-pyrido[2,3-b][1,4]oxazine-1-carboxylate C1OCCC2=C1C=CC(=C2)NC=2N=CC1=C(N2)CN(CC1)C1=C(C2=C(OCCN2C(=O)OC(C)(C)C)N=C1)C